2-((2-(3-(tert-butyl)phenyl)benzofuran-5-yl)thio)acetic acid C(C)(C)(C)C=1C=C(C=CC1)C=1OC2=C(C1)C=C(C=C2)SCC(=O)O